FC=1C=C2C(=CNC2=CC1)CCN(C1CC1)CCC N-(2-(5-fluoro-1H-indol-3-yl)ethyl)-N-propylcyclopropanamine